C(CCCCCCCCCCCCC)(=O)OC(C)C Isopropyl Myristat